5-(3-(3-(6-fluoronaphthalen-1-yl)azetidin-1-yl)-5-(methoxymethyl)-4H-1,2,4-triazol-4-yl)-2-methoxypyridine hydrochloride Cl.FC=1C=C2C=CC=C(C2=CC1)C1CN(C1)C1=NN=C(N1C=1C=CC(=NC1)OC)COC